C(C)C=1C(=CC(NC1)=O)C(=O)O 5-ethyl-2-oxo-1H-pyridine-4-carboxylic acid